3-(4-amino-7-(4-(1-hydroxyethyl)-2-methyl-oxazol-5-yl)-2-(pyridin-2-ylmethyl)pyrazolo[1,5-a]pyrazin-6-yl)benzonitrile NC=1C=2N(C(=C(N1)C=1C=C(C#N)C=CC1)C1=C(N=C(O1)C)C(C)O)N=C(C2)CC2=NC=CC=C2